C(C)(C)(C)N1N=CC(=C1)NC(CC1=C(C=C(C=C1)O)F)=O N-(1-(tert-butyl)-1H-pyrazol-4-yl)-2-(2-fluoro-4-hydroxyphenyl)acetamide